3-(3,5-dimethoxyphenyl)-6-methoxy-2-(4-methoxyphenyl)-benzofuran-4-carboxylic acid COC=1C=C(C=C(C1)OC)C1=C(OC=2C1=C(C=C(C2)OC)C(=O)O)C2=CC=C(C=C2)OC